[Cu].[Ti].[Ni].C1(=CC=CC=C1)CCCC1=NOC(=N1)[C@H]1NC[C@@H](C1)O 3-(3-phenylpropyl)-5-[(2S,4R)-4-hydroxypyrrolidin-2-yl]-1,2,4-oxadiazole nickel-titanium-Copper